6-(4-chloro-3-fluorophenyl)-3-(4-methyl-3-(pyridin-4-yl)-1-((2-(trimethylsilyl)ethoxy)methyl)-1H-pyrazol-5-yl)-1,3-oxazinan-2-one ClC1=C(C=C(C=C1)C1CCN(C(O1)=O)C1=C(C(=NN1COCC[Si](C)(C)C)C1=CC=NC=C1)C)F